C1(CC1)C1=NC=CC(=C1)N1N=CC2=C(C=CC=C12)NC(C1=C(C=CC(=C1)CNC(C(C)(C)C)=O)C(F)(F)F)=O N-[1-(2-cyclopropylpyridin-4-yl)-1H-indazol-4-yl]-5-{[(2,2-dimethylpropionyl)amino]methyl}-2-(trifluoromethyl)benzamide